ClC1=CC=C(CN2C(=CC=C2C(=C)O)C=O)C=C1 1-(4-Chlorobenzyl)-5-(1-hydroxyvinyl)-1H-pyrrole-2-carbaldehyde